(2R,4S)-2-(1-cyclopropyl-6-keto-3-pyridyl)tetrahydropyran C1(CC1)N1C=C(C=CC1=O)[C@@H]1OCCCC1